trimethyl-n-butyl-phosphonium isopropyl-trans-N-[4-[5-[2-(ethylsulfamoyl)-4-[(oxazol-2-ylamino)methyl]phenyl]thiazol-2-yl]cyclohexyl]carbamate C(C)(C)OC(N[C@@H]1CC[C@H](CC1)C=1SC(=CN1)C1=C(C=C(C=C1)CNC=1OC=CN1)S(NCC)(=O)=O)=O.C[P+](CCCC)(C)C